ClC=1C(=C(C=CC1)C1=C(C=2N=C(N=C(C2C=N1)OCC(F)(F)F)OC[C@]12CCCN2C[C@@H](C1)F)F)C1CC1 7-(3-chloro-2-cyclopropylphenyl)-8-fluoro-2-(((2R,7aS)-2-fluorotetrahydro-1H-pyrrolizin-7a(5H)-yl)methoxy)-4-(2,2,2-trifluoroethoxy)pyrido[4,3-d]pyrimidine